methyl (2-((2R,5S)-4-(6-cyano-1-methyl-2-oxo-1,2-dihydropyrido[3,2-d]pyrimidin-4-yl)-2-ethyl-5-methylpiperazin-1-yl)-2-(4-(trifluoromethyl)phenyl)ethyl)carbamate C(#N)C=1C=CC=2N(C(N=C(C2N1)N1C[C@H](N(C[C@@H]1C)C(CNC(OC)=O)C1=CC=C(C=C1)C(F)(F)F)CC)=O)C